N-methyl-N-(3-((2-((3-methyl-1-(1-methylpiperidin-4-yl)-1H-pyrazol-4-yl)amino)-5-(trifluoromethyl)pyrimidin-4-yl)amino)propyl)oxetan-3-carboxamide CN(C(=O)C1COC1)CCCNC1=NC(=NC=C1C(F)(F)F)NC=1C(=NN(C1)C1CCN(CC1)C)C